C(C1=CC=CC=C1)OC(=O)N1CCC2(C[C@H](CC2=O)C)CC1 (R)-3-methyl-1-oxo-8-azaspiro[4.5]decane-8-carboxylic acid benzyl ester